C(C1=CC=CC=C1)OC(=O)N1CC2=NNC=C2C1C.CC(CCCCCC)OC[Si](OC)(OC)OC 1-methyl-heptoxymethyl-trimethoxysilane benzyl-4-methyl-2,6-dihydropyrrolo[3,4-c]pyrazole-5(4H)-carboxylate